tri-ethynylphenyl-benzene C(#C)C1=C(C(=C(C=C1)C1=CC=CC=C1)C#C)C#C